COCC1=NN(C=C1C(=O)N)CC=1C=CC2=C(CNCCO2)C1 (methoxymethyl)-1-(2,3,4,5-tetrahydro-1,4-benzoxazepin-7-ylmethyl)pyrazole-4-carboxamide